(S)-6-acetyl-1-(((R)-tert-butylsulfinyl)amino)-1,3-dihydrospiro[indene-2,4'-piperidine] C(C)(=O)C1=CC=C2CC3(CCNCC3)[C@@H](C2=C1)N[S@](=O)C(C)(C)C